2-(benzo[d]oxazol-2-ylamino)-1-methyl-1H-benzo[d]imidazole-5-carboxylic acid O1C(=NC2=C1C=CC=C2)NC2=NC1=C(N2C)C=CC(=C1)C(=O)O